COC(C1=CC(=C(C=C1)O)C(CO)(F)F)=O 3-(1,1-Difluoro-2-hydroxyethyl)-4-hydroxybenzoic acid methyl ester